vinyl-ethoxydiisopropyl-oxysilane C(=C)[Si](OC(C)C)(OC(C)C)OCC